N1C(=NC2=C1C=CC=C2)NC([O-])=O 1H-benzimidazol-2-ylcarbamate